CC=1C=C2C=NNC2=CC1OC1C=2C=CC(=CC2CCC1)C#N 5-((5-Methyl-1H-indazol-6-yl)oxy)-5,6,7,8-tetrahydronaphthalene-2-carbonitrile